(2R,3S)-2-(3-(5-chloro-6-fluoro-1H-benzo[d]imidazol-1-yl)propyl)piperidin-3-ol ClC1=CC2=C(N(C=N2)CCC[C@H]2NCCC[C@@H]2O)C=C1F